4-(4-methylcyclohexyl)piperazin-2-one CC1CCC(CC1)N1CC(NCC1)=O